N-[2-(4-formylcyclohexyl)-5-(1-hydroxy-1-methyl-ethyl)-1,3-benzothiazol-6-yl]-6-(trifluoromethyl)pyrazine-2-carboxamide C(=O)C1CCC(CC1)C=1SC2=C(N1)C=C(C(=C2)NC(=O)C2=NC(=CN=C2)C(F)(F)F)C(C)(C)O